23-(methylamino)-13-oxa-8,9,10,18,20,24-hexazapentacyclo[17.6.2.24,7.06,10.022,26]nonacosa-1(25),4,6,8,19(27),20,22(26),23,28-nonaen-2-yn-17-one CNC=1C=2C=NC=3NC(CCCOCCN4N=NC5=C4C=C(C#CC(=CN1)C2C3)C=C5)=O